(E)-N-(3-(6-chloro-1-methyl-1H-benzo[d]imidazol-5-yl)phenyl)-4-(4-chlorobut-2-enamidyl)-3-cyanobenzamide ClC=1C(=CC2=C(N(C=N2)C)C1)C=1C=C(C=CC1)NC(C1=CC(=C(C=C1)NC(\C=C\CCl)=O)C#N)=O